(2R,4R)-6-chloro-N-{4-[2-(4-chloro-3-fluorophenoxy)acetamido]bicyclo[2.2.2]oct-1-yl}-4-hydroxy-3,4-dihydro-2H-1-benzopyran-2-carboxamide ClC=1C=CC2=C([C@@H](C[C@@H](O2)C(=O)NC23CCC(CC2)(CC3)NC(COC3=CC(=C(C=C3)Cl)F)=O)O)C1